C(CC)ON Propyloxyamine